NC1=C(N=C(S1)C1=CC2=CN(N=C2C(=C1)C)C)C(=O)NC1CCN(CC1)C 5-amino-2-(2,7-dimethyl-2H-indazol-5-yl)-N-(1-methylpiperidin-4-yl)thiazole-4-carboxamide